ethyl (S)-4-(5-(6-(1-(tert-butoxy)-2-ethoxy-2-oxoethyl)-7-(4-chlorophenyl)-5-methylbenzo[d]thiazol-2-yl)-1-methyl-1H-indazol-3-yl)piperidine-1-carboxylate C(C)(C)(C)O[C@H](C(=O)OCC)C1=C(C2=C(N=C(S2)C=2C=C3C(=NN(C3=CC2)C)C2CCN(CC2)C(=O)OCC)C=C1C)C1=CC=C(C=C1)Cl